3,5-dichloro-4-[(5-isopropyl-6-methoxypyridazin-3-yl)oxy]phenylboronic acid ClC=1C=C(C=C(C1OC=1N=NC(=C(C1)C(C)C)OC)Cl)B(O)O